C(C=C)(=O)N1CC(C1)C=1NC=2C=C(C=C(C2C1)C(=O)N)C1=CC(=CC2=CC=CC=C12)O 2-(1-acryloylazetidin-3-yl)-6-(3-hydroxynaphthalen-1-yl)-1H-indole-4-carboxamide